IMIDAZO[1,2-B]PYRIDAZINE-6-CARBOXALDEHYDE N=1C=CN2N=C(C=CC21)C=O